CC=1C=C2C(C=C(OC2=C(C1)C(C)NC1=C(C(=O)OC(C)(C)C)C=CC=C1)C=1C=C2CC(N(C2=CC1)C)=O)=O tert-Butyl 2-[1-[6-methyl-2-(1-methyl-2-oxo-indolin-5-yl)-4-oxo-chromen-8-yl]ethylamino]benzoate